FC1(CN(CC[C@H]1NC1=NN2C(C(=N1)OC)=C(C(=C2)F)C=2C=CC1=C(N(N=N1)[C@H](CF)C)C2)C2COC2)F N-((R)-3,3-difluoro-1-(oxetan-3-yl)piperidin-4-yl)-6-fluoro-5-(1-((S)-1-fluoropropan-2-yl)-1H-benzo[d][1,2,3]triazol-6-yl)-4-methoxypyrrolo[2,1-f][1,2,4]triazin-2-amine